3-fluoro-N-(3-((1s,3s)-3-methyl-1-(4-methyl-4H-1,2,4-triazol-3-yl)cyclobutyl)phenyl)-7-vinyl-1H-pyrrolo[3,2-b]pyridine-5-carboxamide FC1=CNC=2C1=NC(=CC2C=C)C(=O)NC2=CC(=CC=C2)C2(CC(C2)C)C2=NN=CN2C